(1R,3S,5R)-2-(2-(3-acetyl-7-methyl-5-(2-methylpyrimidin-5-yl)-1H-indazol-1-yl)acetyl)-N-((R)-1-((R)-2,2-dichlorocyclopropyl)ethyl)-5-methyl-2-azabicyclo[3.1.0]hexane-3-carboxamide C(C)(=O)C1=NN(C2=C(C=C(C=C12)C=1C=NC(=NC1)C)C)CC(=O)N1[C@@H]2C[C@@]2(C[C@H]1C(=O)N[C@H](C)[C@@H]1C(C1)(Cl)Cl)C